CN(CCCOC1=C(C=C(C=C1)NC(N)=O)C=1N(N=CC1F)C)C 3-[4-(3-dimethylamino-propoxy)-3-(4-fluoro-2-methyl-2H-pyrazol-3-yl)-phenyl]-urea